C(C)(=O)O[C@@H]1C=CO[C@@H]([C@@H]1O)CO O-acetyl-D-galactal